C(C)OC(=O)C1C(CN(CC1)C(=O)OC(C)(C)C)C1=CC=C(C=C1)C(=O)OC(C)(C)C 3-(4-(tert-butoxycarbonyl)phenyl)piperidine-1,4-dicarboxylic acid 1-(tert-butyl) 4-ethyl ester